(E)-2-((3-chloro-4-(((tetrahydro-2H-pyran-4-yl)methyl)sulfonyl)phenoxy)methyl)-3-fluoroprop-2-en-1-amine ClC=1C=C(OC\C(\CN)=C\F)C=CC1S(=O)(=O)CC1CCOCC1